alpha-hydroxyisobutyramide OC(C(=O)N)(C)C